OC1=C(C=O)C=C(C=C1)C1=NC=NC=C1 2-hydroxy-5-(pyrimidin-4-yl)benzaldehyde